The molecule is an anthracyline cation that is the conjugate acid of (13R)-13-dihydrocarminomycin, obtained by protonation of the amino group. Major microspecies at pH 7.3 It is a conjugate acid of a (13R)-13-dihydrocarminomycin. C[C@H]1[C@H]([C@H](C[C@@H](O1)O[C@H]2C[C@@](CC3=C2C(=C4C(=C3O)C(=O)C5=C(C4=O)C(=CC=C5)O)O)([C@@H](C)O)O)[NH3+])O